8,8'-((2-hydroxy-cyclooctyl)azane-diyl)bis(N,N-didec-yloctanamide) OC1C(CCCCCC1)N(CCCCCCCC(=O)N(CCCCCCCCCC)CCCCCCCCCC)CCCCCCCC(=O)N(CCCCCCCCCC)CCCCCCCCCC